isopropyltris(tert-butoxy)tin C(C)(C)[Sn](OC(C)(C)C)(OC(C)(C)C)OC(C)(C)C